FC1=C(C=C(C=C1)NC=1N=CC2=C(N1)OC(C(=C2)C2=C(C=CC=C2Cl)Cl)=O)C 2-(4-fluoro-3-methylphenylamino)-6-(2,6-dichlorophenyl)-7H-pyrano[2,3-d]pyrimidin-7-one